[2-(4-hydroxymethyl-phenyl)-imidazo[1,2-a]pyrimidin-7-yl]-methyl-carbamic acid tert-butyl ester C(C)(C)(C)OC(N(C)C1=NC=2N(C=C1)C=C(N2)C2=CC=C(C=C2)CO)=O